C(C)(=O)O.CCCC\C=C\CCCC E-5-decene acetate